trans-2-hexaenoic acid C(\C=C\CCC)(=O)O